BrC1=CC=C(C=C1)N1C(C(=C(C1=O)C)C)=O 1-(4-bromophenyl)-3,4-dimethyl-1H-pyrrole-2,5-dione